FC(C12COC(C1)(C2)C(=O)N2CC1(CC1)C[C@H]2C(=O)N[C@@H](C[C@H]2C(NCC2)=O)C(COC(F)(F)F)=O)F (S)-5-(4-(difluoromethyl)-2-oxabicyclo[2.1.1]-hexane-1-carbonyl)-N-((S)-3-oxo-1-((S)-2-oxopyrrolidin-3-yl)-4-(trifluoromethoxy)butan-2-yl)-5-azaspiro[2.4]-heptane-6-carboxamide